9-[2-(phosphonomethoxy)ethyl]adenine tert-butyl-N-[(5-cyano-2-hydroxy-phenyl)methyl]carbamate C(C)(C)(C)N(C(O)=O)CC1=C(C=CC(=C1)C#N)O.P(=O)(O)(O)COCCN1C2=NC=NC(=C2N=C1)N